CNCC methylethyl-amine